hexaiminotriphenylnickel N=[Ni](C1=CC=CC=C1)(C1=CC=CC=C1)(C1=CC=CC=C1)(=N)(=N)(=N)(=N)=N